1-(4-iodo-1-methyl-pyrazol-3-yl)-2-methyl-propan-1-one IC=1C(=NN(C1)C)C(C(C)C)=O